4-acetyl-N-((1S)-2-(6-fluoro-2,3-dimethylphenyl)-1-(5-oxo-4,5-dihydro-1,3,4-oxadi-azol-2-yl)propyl)piperazine-1-sulfonamide C(C)(=O)N1CCN(CC1)S(=O)(=O)N[C@@H](C(C)C1=C(C(=CC=C1F)C)C)C=1OC(NN1)=O